ClC=1C=C2C(=C(N(C2=CC1)CC1CCOCC1)C)C(=O)OC methyl 5-chloro-2-methyl-1-((tetrahydro-2H-pyran-4-yl)methyl)-1H-indole-3-carboxylate